CN1N=C(NC1=O)CC1=C(C=CC=C1)C(F)(F)F 2-methyl-5-(2-(trifluoromethyl)benzyl)-2,4-dihydro-3H-1,2,4-triazol-3-one